NC1=NC=2C=C(C(=CC2C2=C1COC2)C(=O)N(C2COC1=C2C=CC(=C1)C(F)(F)F)[C@H](C)C1=NC=CC=N1)F 4-amino-7-fluoro-N-((R)-1-(pyrimidin-2-yl)ethyl)-N-(6-(trifluoromethyl)-2,3-dihydrobenzofuran-3-yl)-1,3-dihydrofuro[3,4-c]quinolin-8-carboxamide